4-(4-(1H-indol-5-yl)phenyl)-N-(pyridin-3-yl)butanamide N1C=CC2=CC(=CC=C12)C1=CC=C(C=C1)CCCC(=O)NC=1C=NC=CC1